6-methyl-2-((methylthio)methyl)-N-(3-phenylpropyl)thieno[2,3-d]pyrimidin-4-amine CC1=CC2=C(N=C(N=C2NCCCC2=CC=CC=C2)CSC)S1